FC(C=1C=C(OCCCS(=O)(=O)Cl)C=CC1)(F)F 3-(3-(trifluoromethyl)-phenoxy)propane-1-sulfonyl chloride